IC1=C(C(=C(C(=C1)F)Cl)F)Br 1-iodo-2-bromo-4-chloro-3,5-difluorobenzene